CNC1=CC=2N(C=C1)N=CC2C2=NC(=CC=C2)N2CCNCC2 N-methyl-3-(6-(piperazin-1-yl)pyridin-2-yl)pyrazolo[1,5-a]pyridin-5-amine